COC1=C(CC2=C(C=CC=C2C2=CC=NC=C2)O)C(=CC=C1)C1=CC=NC=C1 (2-methoxy-6-(pyridin-4-yl)benzyl)-3-(pyridin-4-yl)phenol